CC(C)C=O METHYLPROPANAL